ClC1=C(N(C2=C1C=1C=NN(C1C=C2)S(=O)(=O)C2=CC=CC=C2)CC2=CC=C(CCNCCCF)C=C2)C2=C(C=CC=C2)C N-(4-((8-chloro-3-(phenylsulfonyl)-7-(o-tolyl)pyrrolo[3,2-e]indazol-6(3H)-yl)methyl)phenethyl)-3-fluoropropan-1-amine